C1(=CC=CC=C1)CC(CCC(CC1=CC=CC=C1)N)N 1,6-diphenyl-2,5-hexanediamine